N1=C2C(=CC=C1)CC[C@H]2OC=2C(=NC=C(C2)B2OC(C(O2)(C)C)(C)C)N |r| (rac)-3-[(6,7-dihydro-5H-cyclopenta[b]pyridin-7-yl)oxy]-5-(4,4,5,5-tetramethyl-1,3,2-dioxaborolan-2-yl)pyridin-2-amine